CO[C@H]1[C@@H](CCC1)NC1=N\C(\C(N1C)=O)=C/C1=CC2=CN(N=C2C=C1)C (5Z)-2-[[(1R,2R)-2-Methoxycyclopentyl]amino]-3-methyl-5-[(2-methylindazol-5-yl)methylene]imidazol-4-one